isobutyl 3-carboxy-α-cyanocinnamate C(=O)(O)C=1C=C(C=C(C(=O)OCC(C)C)C#N)C=CC1